tert-Butyl N-(2-amino-1-cyclopentylethyl)carbamate NCC(C1CCCC1)NC(OC(C)(C)C)=O